N-(2-(chloromethyl)-5-chloro-phenyl)-4-methylbenzenesulfonamide ClCC1=C(C=C(C=C1)Cl)NS(=O)(=O)C1=CC=C(C=C1)C